5-[5-(1H-pyrazol-4-yl)pyrimidin-2-yl][1,3]thiazolo[5,4-d][1,3]thiazol-2-amine N1N=CC(=C1)C=1C=NC(=NC1)C=1SC2=C(N1)SC(=N2)N